24-ethyl-cholest-7,25(27)-dienol C(C)C(C(CO)=C)CC[C@@H](C)[C@H]1CC[C@H]2C3=CCC4CCCC[C@]4(C)[C@H]3CC[C@]12C